5-((S)-2-amino-3-(cyclopropanesulfonamido)propanamido)-2-methyl-N-((R)-1-(naphthalen-1-yl)ethyl)benzamide N[C@H](C(=O)NC=1C=CC(=C(C(=O)N[C@H](C)C2=CC=CC3=CC=CC=C23)C1)C)CNS(=O)(=O)C1CC1